tert-butyl (S)-(6-(2-((tert-butoxycarbonyl)amino)propyl)-5-fluoro-7-(mesitylsulfonyl)-2-methyl-7H-pyrrolo[2,3-d]pyrimidin-4-yl)(furan-2-ylmethyl)carbamate C(C)(C)(C)OC(=O)N[C@H](CC1=C(C2=C(N=C(N=C2N(C(OC(C)(C)C)=O)CC=2OC=CC2)C)N1S(=O)(=O)C1=C(C=C(C=C1C)C)C)F)C